2-((3,5-difluorophenyl)amino)-5-hydroxyquinazolin-4(3H)-one FC=1C=C(C=C(C1)F)NC1=NC2=CC=CC(=C2C(N1)=O)O